3-(1-Hydroxybut-2-yl)-8-(pyridin-3-yl)-6-(4-(trifluoromethyl)phenyl)pyrido[3,4-d]pyrimidin-4(3H)-one OCC(CC)N1C=NC2=C(C1=O)C=C(N=C2C=2C=NC=CC2)C2=CC=C(C=C2)C(F)(F)F